F[C@H]1[C@]2(CC(C[C@@](C[C@@H]1N(C1=CN=C(N=N1)C1=C(C=C(C=C1)N1C=NC=C1)O)C)(N2)C)C)C 2-(6-(((1R,2R,3S,5S)-2-fluoro-1,5,7-trimethyl-9-azabicyclo[3.3.1]nonan-3-yl)(methyl)amino)-1,2,4-triazin-3-yl)-5-(1H-imidazol-1-yl)phenol